C1(=CC=CC=C1)C(C)N(C(C=1C(C(=O)O)=CC=CC1)=O)C(C)C1=CC=CC=C1 N,N-bis[1-phenylethyl]phthalamic acid